C1(CC1)C(C1=NC=C(C(=N1)OC1=CC=CC=C1)C(=O)O)(F)F 2-(cyclopropyldifluoromethyl)-4-phenoxypyrimidine-5-carboxylic acid